The molecule is an alpha-amino fatty acid that is caprylic acid which is substituted at position 2 by an amino group. It has a role as a human metabolite. It is a conjugate base of a 1-carboxyheptan-1-aminium. It is a conjugate acid of a 2-aminooctanoate. It is a tautomer of a 2-aminooctanoic acid zwitterion. CCCCCCC(C(=O)O)N